dibromo-2-methyl-4-trifluoromethoxy-4'-trifluoromethyl-1,3-thiazole-5-carboxanilide BrC1=C(N(C(=O)C2=C(N=C(S2)C)OC(F)(F)F)Br)C=CC(=C1)C(F)(F)F